3-(methacrylamido)propyltrimethylammonium methylsulfate COS(=O)(=O)[O-].C(C(=C)C)(=O)NCCC[N+](C)(C)C